C(C)(C)N1CCC(CC1)NC1=C2N=CN(C2=NC(=N1)C=1OC(=CC1)C)CCCN1CCCC1 N-(1-isopropylpiperidin-4-yl)-2-(5-methylfuran-2-yl)-9-(3-(pyrrolidin-1-yl)propyl)-9H-purin-6-amine